5-nitro-N-(1-phenyl-6-(3-(trifluoromethyl)-1H-pyrazol-1-yl)-1H-pyrazolo[3,4-d]pyrimidin-4-yl)thiophene-2-carboxamide [N+](=O)([O-])C1=CC=C(S1)C(=O)NC1=C2C(=NC(=N1)N1N=C(C=C1)C(F)(F)F)N(N=C2)C2=CC=CC=C2